C(C)(=O)C1(O)[C@@H](O)[C@@](O)([C@H](O)[C@H](O1)CO)C(C)=O 1,3-diacetyl-D-mannopyranose